[2,4,6,8,10,12,14,16-13C8]palmitate C([13CH2]C[13CH2]C[13CH2]C[13CH2]C[13CH2]C[13CH2]C[13CH2]C[13CH3])(=O)[O-]